diphosphine ruthenium [Ru].P.P